FC(C=1C=CC=2N(N1)C(=CN2)C2=CC(=NC=N2)N2C[C@@H](O[C@@H](C2)C(F)(F)F)CNS(=O)(=O)C)F N-(((2R,6S)-4-(6-(6-(Difluoromethyl)imidazo[1,2-b]pyridazin-3-yl)pyrimidin-4-yl)-6-(trifluoromethyl)morpholin-2-yl)methyl)methanesulfonamide